C(C)OC(=O)N([C@@H](C)C(=O)O)C N-(ethoxycarbonyl)-N-methyl-L-alanine